3-(2-(5-(4-hydroxybenzylidene)-3-(4-chlorophenyl)-4-oxothiazolidin-2-ylidene)hydrazono)-5-methyl-1H-indol-2-one OC1=CC=C(C=C2C(N(C(S2)=NN=C2C(NC3=CC=C(C=C23)C)=O)C2=CC=C(C=C2)Cl)=O)C=C1